methyl-2-diazo-3',6'-bis(3-hydroxyazetidin-1-yl)-3-oxo-2,3-dihydrospiro[indene-1,9'-xanthene]-6-carboxylate COC(=O)C1=CC=C2C(C(C3(C4=CC=C(C=C4OC=4C=C(C=CC34)N3CC(C3)O)N3CC(C3)O)C2=C1)=[N+]=[N-])=O